(S)-Hex-5-en-2-ol C[C@@H](CCC=C)O